8-((3S,5S)-3,5-dimethylpiperazin-1-yl)imidazo[1,5-a]pyridine-6-sulfonamide C[C@H]1CN(C[C@@H](N1)C)C=1C=2N(C=C(C1)S(=O)(=O)N)C=NC2